ClC=1C=C(C=2N(N1)C(=NN2)C(C)C)NCC2=NC=CC=C2 6-chloro-3-isopropyl-N-(2-pyridylmethyl)-[1,2,4]triazolo[4,3-b]pyridazin-8-amine